C(C=C)(=O)N1CCN(CC1)C1=CC=NC2=CC=C(C=C12)C=1C=C(C(=NC1)OC)NS(=O)(=O)C1=C(C=C(C=C1)F)F N-(5-(4-(4-acryloylpiperazin-1-yl)quinolin-6-yl)-2-methoxypyridin-3-yl)-2,4-difluorobenzenesulfonamide